COC1=CC=C(C=C1)P(C1=CC=C(C=C1)OC)C1=CC=C(C=C1)OC tri-(p-methoxyphenyl)phosphine